(5-(4,7-dimethylbenzofuran-2-yl)-1,2,4-oxadiazol-3-yl)benzoic acid CC1=CC=C(C2=C1C=C(O2)C2=NC(=NO2)C2=C(C(=O)O)C=CC=C2)C